methyl 5-methyl-4-[5-(N-methylacetamido)pyrimidin-2-yl]thiophene-2-carboxylate CC1=C(C=C(S1)C(=O)OC)C1=NC=C(C=N1)N(C(C)=O)C